ClC=1C=C(C=C(C1CC1=CC(=C(C=C1)O)C(C)C)Cl)SCC(=O)NCC(C)C 2-((3,5-dichloro-4-(4-hydroxy-3-isopropylbenzyl)phenyl)thio)-N-isobutylacetamide